COC1=C(C=C(C=C1)[N+](=O)[O-])C1=CC=C(O1)C=C1C(C2=C(S1)C=CC=C2)=O 2-[[5-(2-Methoxy-5-nitrophenyl)-2-furanyl]methylene]benzo[b]thiophen-3(2H)-one